C1(CCC1)OC1=CC=C2C=CN(C2=C1)C1=CC(=C(OCCCC(=O)O)C(=C1)F)F 4-[4-[6-(Cyclobutoxy)indol-1-yl]-2,6-difluoro-phenoxy]butanoic acid